Ethyl 4-(1-(benzyloxy)-3-(hydroxy(naphthalen-2-yl)methyl)-1H-pyrazol-4-yl)piperidine-1-carboxylate C(C1=CC=CC=C1)ON1N=C(C(=C1)C1CCN(CC1)C(=O)OCC)C(C1=CC2=CC=CC=C2C=C1)O